C(#N)C1=CC(=C(C(=O)NC2=C(C=CC(=C2)C(NC2=C(C=C(C=C2Cl)C(C(C(F)(F)F)(F)F)(C(F)(F)F)F)Cl)=O)C#N)C=C1)C 4-cyano-N-[2-cyano-5-[[2,6-dichloro-4-[1,2,2,3,3,3-hexafluoro-1-(trifluoromethyl)propyl]phenyl]-carbamoyl]phenyl]-2-methyl-benzamide